(R)-2-bromo-N-(6-(2,4-difluorophenoxy)pyridazin-3-yl)propanamide Br[C@@H](C(=O)NC=1N=NC(=CC1)OC1=C(C=C(C=C1)F)F)C